NC1=C(C(=C(C=N1)C1=CC=C(C(=O)N(C)C)C=C1)CC)C1=CC=C(C=C1)O 4-[6-amino-4-ethyl-5-(4-hydroxyphenyl)-3-pyridyl]-N,N-dimethyl-benzamide